(4aR,8aS)-6-(3-(6-(4-Chlorophenoxy)pyridin-3-yl)azetidine-1-carbonyl)hexahydro-2H-pyrido[4,3-b][1,4]oxazin-3(4H)-one ClC1=CC=C(OC2=CC=C(C=N2)C2CN(C2)C(=O)N2C[C@@H]3[C@@H](OCC(N3)=O)CC2)C=C1